1-Decyl-2-propylpyridinium cyanid [C-]#N.C(CCCCCCCCC)[N+]1=C(C=CC=C1)CCC